O=C1NC(CCC1N1C(C2=CC=CC(=C2C1=O)NCCCCCNC(CCC(=O)O)=O)=O)=O 4-((5-((2-(2,6-dioxopiperidin-3-yl)-1,3-dioxoisoindolin-4-yl)amino)pentyl)amino)-4-oxobutanoic acid